CC1C(CN2CC(CC12)=C)=C methyl-2,6-dimethylenetetrahydro-1H-pyrrolizine